(1-{2,6-difluoro-4-[6-(3-methoxy-propoxy)-pyridin-2-yl]-phenyl}-piperidin-4-yl)-acetic acid ethyl ester C(C)OC(CC1CCN(CC1)C1=C(C=C(C=C1F)C1=NC(=CC=C1)OCCCOC)F)=O